(2R)-2-(6-{5-Chloro-2-[(oxan-4-yl)amino]pyrimidin-4-yl}-1-oxo-2,3-dihydro-1H-isoindol-2-yl)-N-[(1S)-2-hydroxy-1-(2-methoxypyridin-4-yl)ethyl]propanamide ClC=1C(=NC(=NC1)NC1CCOCC1)C1=CC=C2CN(C(C2=C1)=O)[C@@H](C(=O)N[C@H](CO)C1=CC(=NC=C1)OC)C